1,1-di(t-amylperoxy)-3,3,5-trimethylcyclohexane C(C)(C)(CC)OOC1(CC(CC(C1)C)(C)C)OOC(C)(C)CC